CN1N=CC(=C1)C1=C(C=CC=C1)C(C(N1CCCC1)=O)NS(=O)(=O)C=C N-(1-(2-(1-methyl-1H-pyrazol-4-yl)phenyl)-2-oxo-2-(pyrrolidin-1-yl)ethyl)ethenesulfonamide